C(C)(C)(C)C1=CC=C(C=C1)N(C(=O)C1=CN=CN1)[C@H](C(=O)NC1CCCCC1)C=1C(=NC=CC1)C#N (S)-N-(4-(tert-butyl)phenyl)-N-(1-(2-cyanopyridin-3-yl)-2-(cyclohexylamino)-2-oxoethyl)-1H-imidazole-5-carboxamide